C(C)(=O)OC=1C=C2C=NC(=NC2=CC1OC)NC1=CC(=C(C=C1)F)Cl (3-chloro-4-fluoroanilino)-7-methoxyquinazolin-6-ol acetate